N-(4-(2-chlorophenyl)thiazol-2-yl)-4-(morpholine-4-carbonyl)benzamide ClC1=C(C=CC=C1)C=1N=C(SC1)NC(C1=CC=C(C=C1)C(=O)N1CCOCC1)=O